C(C1=CC=CC=C1)NC(=O)C=1N(C(N2C1CN(CC2)C(C2=CC(=C(C=C2)Br)Cl)=O)=O)C2=CC(=CC=C2)C(NC)=O N-benzyl-7-(4-bromo-3-chloro-benzoyl)-2-[3-(methylcarbamoyl)phenyl]-3-oxo-6,8-dihydro-5H-imidazo[1,5-a]pyrazine-1-carboxamide